N-(4-(sec-butoxy)-5-((1-methyl-1H-pyrazol-4-yl)ethynyl)pyridin-2-yl)-2-(1-(cyclopropylsulfonyl)-1H-pyrazol-4-yl)pyrimidin-4-amine C(C)(CC)OC1=CC(=NC=C1C#CC=1C=NN(C1)C)NC1=NC(=NC=C1)C=1C=NN(C1)S(=O)(=O)C1CC1